6-(pyrimidin-4-yl)-4-(1H-pyrrolo[2,3-b]pyridin-4-yl)-3,4-dihydro-2H-1,4-thiazine N1=CN=C(C=C1)C1=CN(CCS1)C1=C2C(=NC=C1)NC=C2